[SH3+].C(\C=C\C)(=O)[O-].NC1C2CCC(C1)C2(C)C 2-amino-7,7-dimethylbicyclo[2.2.1]heptan crotonate sulfonium salt